N1=CC(=CC=C1)S(=O)(=O)N1CC2=C(C1)CN(C2)C(CN2N=NN=C2)=O 1-[5-(Pyridine-3-sulfonyl)-1H,2H,3H,4H,5H,6H-pyrrolo[3,4-c]pyrrol-2-yl]-2-(1H-1,2,3,4-tetrazol-1-yl)ethan-1-one